O=C([C@H](O)[C@@H]1[C@@H](O)[C@H](O)C(=O)O1)O galactaro-6,3-lactone